6-((1-oxo-3-phenylisoindolin-2-yl)methyl)benzo[d]oxazol-2(3H)-one O=C1N(C(C2=CC=CC=C12)C1=CC=CC=C1)CC1=CC2=C(NC(O2)=O)C=C1